C(C=CC1=CC=CC=C1)N1CCN(CC1)CCOC1=CC=C(C=C1)N1C=NC2=C1C=CC(=C2)C#N (4-(2-(4-cinnamylpiperazin-1-yl)ethoxy)phenyl)-5-cyano-1H-benzo[d]imidazole